6-isopropyl-9-methyl-1,4-dioxaspiro[4.5]decane-2-methanol C(C)(C)C1C2(OCC(O2)CO)CC(CC1)C